NN1C(=NC(=C1C(=O)N)C1=CC=C(C=C1)C(NC1=NC=C(C(=C1)C)F)=O)[C@H]1N(CCCC1)CC#CC (S)-1-amino-2-(1-(but-2-ynyl)piperidin-2-yl)-4-(4-((5-fluoro-4-methylpyridin-2-yl)Carbamoyl)phenyl)-1H-imidazole-5-carboxamide